C[Si](C(CCCCCN(CC)CC)[SiH2]CNCCC[Si](OCC)(OCC)OCC)(OC)OC 1-methyldimethoxysilyl-6-(diethylamino)(triethoxysilylpropylamino)methylsilylhexane